FC(C=1C(=C(C=CC1)[C@@H](C)NC=1C2=C(N=CN1)N=C(C(=C2)C2CCS(CC2)(=O)=O)OC)F)(C2CN(C2)C(C)C)F (R)-4-(4-((1-(3-(difluoro(1-isopropylazetidin-3-yl)methyl)-2-fluorophenyl)ethyl)amino)-7-methoxypyrido[2,3-d]pyrimidin-6-yl)tetrahydro-2H-thiopyran 1,1-dioxide